(R,Z)-6-(1-(difluoromethyl)cyclopropyl)-1-methyl-4-((1-(2-methyl-3-(tri-fluoromethyl)phenyl)prop-2-yn-1-yl)imino)-4,6-dihydropyrido[4,3-d]pyrimidin-7(1H)-one FC(C1(CC1)N1C=C/2C(N(C=N\C2=N/[C@H](C#C)C2=C(C(=CC=C2)C(F)(F)F)C)C)=CC1=O)F